menthyl-(2-methoxy)-acetate C1(CC(C(CC1)C(C)C)OC(COC)=O)C